N-((7-chloro-3-methylbenzofuran-2-yl)methyl)-N-methylacrylamide 2,2,2-trifluoroacetate FC(C(=O)O)(F)F.ClC1=CC=CC=2C(=C(OC21)CN(C(C=C)=O)C)C